2-Chloro-N-[4-[(E)-3-[4-[2-hydroxyethyl(methyl)amino]phenyl]prop-2-enoyl]phenyl]-5-nitrobenzamide ClC1=C(C(=O)NC2=CC=C(C=C2)C(\C=C\C2=CC=C(C=C2)N(C)CCO)=O)C=C(C=C1)[N+](=O)[O-]